2-bromo-3-nitrobenzaldehyde BrC1=C(C=O)C=CC=C1[N+](=O)[O-]